4,4''-di(9H-[9,3':6',9''-tercarbazol]-9'-yl)-5'-(2,6-dimethylpyridin-3-yl)-[1,1':3',1''-terphenyl]-2'-carbonitrile C1=CC=CC=2C3=CC=CC=C3N(C12)C=1C=CC=2N(C3=CC=C(C=C3C2C1)N1C2=CC=CC=C2C=2C=CC=CC12)C1=CC=C(C=C1)C1=C(C(=CC(=C1)C=1C(=NC(=CC1)C)C)C1=CC=C(C=C1)N1C2=CC=C(C=C2C=2C=C(C=CC12)N1C2=CC=CC=C2C=2C=CC=CC12)N1C2=CC=CC=C2C=2C=CC=CC12)C#N